ClC=1C=C2C(=C(C(N(C2=CC1)C)=O)C#N)N1C[C@@H]([C@@H](CC1)NC1=C(C=C(C=C1)OC(F)(F)F)OC)C 6-chloro-4-[(3S,4R)-4-[2-methoxy-4-(trifluoromethoxy)anilino]-3-methyl-1-piperidinyl]-1-methyl-2-oxo-quinoline-3-carbonitrile